methyl (2R,4S,5R,6R)-6-((1R,2R)-3-azido-1,2-dihydroxypropyl)-5-((tert-butoxycarbonyl)amino)-4-hydroxy-2-(p-tolylthio)tetrahydro-2H-pyran-2-carboxylate N(=[N+]=[N-])C[C@H]([C@@H](O)[C@H]1[C@@H]([C@H](C[C@](O1)(C(=O)OC)SC1=CC=C(C=C1)C)O)NC(=O)OC(C)(C)C)O